NC1=CC(=NC=C1)N(C(C)=O)C1=C(C=CC=C1)C(F)F N-(4-Aminopyridin-2-yl)-N-[2-(difluoromethyl)phenyl]acetamide